FC=1C(=NC=NC1N(CC1=CC(=CC=C1)OC(F)(F)F)C)NCC1=CC=C(C=C1)CC(=O)N 2-[4-[[[5-fluoro-6-[methyl-[[3-(trifluoromethoxy)phenyl]methyl]amino]pyrimidin-4-yl]amino]methyl]phenyl]acetamide